Cl.Cl.FC1=CC=C(C=C1)C=1C=CC2=C(N(C=N2)CCC[C@H]2NCCC[C@@H]2O)C1 (2R,3S)-2-(3-(6-(4-fluorophenyl)-1H-benzo[d]imidazol-1-yl)propyl)piperidin-3-ol dihydrochloride